ClC1=CC=C2C(=C(NC2=C1Cl)C=1NC(=NN1)CO)C=1C=NNC1 (5-(6,7-dichloro-3-(1H-pyrazol-4-yl)-1H-indol-2-yl)-4H-1,2,4-triazol-3-yl)methanol